(7R,14S)-1-(difluoromethoxy)-6-methyl-6,7,13,14-tetrahydro-7,14-methanobenzo[c]pyrimido[1',2':1,5]pyrazolo[4,3-f]azocine-5,12-dione FC(OC1=CC=CC=2C(N([C@H]3C=4C([C@@H](C21)C3)=C3N(N4)C=CC(N3)=O)C)=O)F